FC(F)(F)OC(=O)C=1C=C(C=CC1)C1=CC=CC=C1 (trifluoromethyl)[1,1'-biphenyl]-3-carboxylate